(S)-5,6-Dichloro-9-(1H-pyrazol-4-yl)-2,3-dihydro-1H-pyrrolo[1,2-a]indole-2,8-diamine ClC1=C(C=C(C=2C(=C3N(C12)C[C@H](C3)N)C=3C=NNC3)N)Cl